ClC1=C(C=CC(=C1)C)C(C)C=1C=C(C(=O)N2CCN(CC2)CC2=NC3=C(N2C[C@H]2OCC2)C=C(C=C3)C(=O)O)C=CC1 2-[(4-{3-[1-(2-chloro-4-methylphenyl)ethyl]benzoyl}piperazin-1-yl)methyl]-1-{[(2S)-oxetan-2-yl]methyl}-1H-1,3-benzodiazole-6-carboxylic acid